(1-(3,4-dimethyl-2-(p-tolyl)-2H-pyrazolo[3,4-d]pyridazin-7-yl)piperidin-4-yl)(4-ethylpiperazin-1-yl)methanone CC=1N(N=C2C(=NN=C(C21)C)N2CCC(CC2)C(=O)N2CCN(CC2)CC)C2=CC=C(C=C2)C